ClC=1C=C(C=CC1)N1N=C(C=C1)C(C(=O)OC(C)(C)C)C Tert-butyl 2-(1-(3-chlorophenyl)-1H-pyrazol-3-yl)propanoate